amino-1-(4-aminophenyl)-1,3,3-trimethylindan NC1C(C2=CC=CC=C2C1(C)C)(C)C1=CC=C(C=C1)N